P(=O)(OCC=C)([O-])[O-] allyl phosphate